4-methoxy-phenoxypentafluoroethoxycyclotriphosphazene COC1=CC=C(OP2(=NP=NP=N2)OC(C(F)(F)F)(F)F)C=C1